(E)-3-fluoro-2-(((2-(4-methoxypiperidin-1-yl)pyrimidin-5-yl)oxy)methyl)prop-2-en-1-amine dihydrochloride Cl.Cl.F/C=C(\CN)/COC=1C=NC(=NC1)N1CCC(CC1)OC